2-(2,3-difluoro-4-(pyrrolidin-2-yl)phenyl)-N-(3-(4-fluoropiperidin-1-yl)propyl)benzo[d]imidazo[2,1-b]thiazole-7-carboxamide FC1=C(C=CC(=C1F)C1NCCC1)C=1N=C2SC3=C(N2C1)C=CC(=C3)C(=O)NCCCN3CCC(CC3)F